C[Si]1(CCC(CC1)N1CC(N(C=2C=NC(=NC12)NC=1C(=CC=2N(C1)N=CN2)C)C)=O)C 8-(1,1-Dimethylsilinan-4-yl)-5-methyl-2-({7-methyl-[1,2,4]triazolo[1,5-a]pyridin-6-yl}amino)-5,6,7,8-tetrahydropteridin-6-one